2-(2-furyl)-5-(4-phenylpiperazin-1-yl)pyrazolo[1,5-a]pyrimidine-3-carbonitrile O1C(=CC=C1)C1=NN2C(N=C(C=C2)N2CCN(CC2)C2=CC=CC=C2)=C1C#N